C(CCCCCCCCCCC)OC(C(CC)N(C)C)=O (N,N-dimethylamino)-butanoic acid dodecyl ester